C(C)(=O)N[C@@H]1CN(C[C@H]1O)CCNC(O[C@H]1[C@H](NC[C@@H]1O)CC1=CC=C(C=C1)OC)=O (2R,3S,4S)-4-hydroxy-2-[(4-methoxyphenyl)methyl]pyrrolidin-3-yl N-{2-[(3R,4R)-3-acetamido-4-hydroxypyrrolidin-1-yl]ethyl}carbamate